3-amino-5-bromopyridin-2(1H)-one NC=1C(NC=C(C1)Br)=O